(2,4-Diamino-pyrimidin-5-yl)-(2-isopropyl-4,5-dimethoxy-phenyl)-methanol NC1=NC=C(C(=N1)N)C(O)C1=C(C=C(C(=C1)OC)OC)C(C)C